N-{[2-(cyclopentyloxy)-6-fluorophenyl]methyl}-5-{2-acetamidoimidazo[1,2-b]pyridazin-6-yl}-2-methoxypyridine-3-carboxamide C1(CCCC1)OC1=C(C(=CC=C1)F)CNC(=O)C=1C(=NC=C(C1)C=1C=CC=2N(N1)C=C(N2)NC(C)=O)OC